FC1(CCN(CC1)C1=NC=CC(=C1)NC(C1=C(C=C(C=C1)S(NCCO)(=O)=O)N1CCC2(CC2)CC1)=O)F N-(2-(4,4-difluoropiperidin-1-yl)pyridin-4-yl)-4-(N-(2-hydroxyethyl)sulfamoyl)-2-(6-azaspiro[2.5]oct-6-yl)benzamide